triphenylsulfonium butanesulfonate C(CCC)S(=O)(=O)[O-].C1(=CC=CC=C1)[S+](C1=CC=CC=C1)C1=CC=CC=C1